racemic-2-(1-[3-(azetidin-1-yl)-7-methylquinoxalin-5-yl]ethylamino)benzoic acid N1(CCC1)C=1C=NC2=CC(=CC(=C2N1)[C@@H](C)NC1=C(C(=O)O)C=CC=C1)C |r|